OC1=C(C=CC=C1)C=1N=NC2=CC=C(C=C2C1)C1CN(C1)C1=NC=C(C=N1)C1=NOC(=C1)C(C(=O)OC)C(C)C methyl 2-[3-(2-{3-[3-(2-hydroxyphenyl)cinnolin-6-yl]azetidin-1-yl}pyrimidin-5-yl)-1,2-oxazol-5-yl]-3-methylbutanoate